1,3,5,7-tetra(2-aminoethoxy)adamantane NCCOC12CC3(CC(CC(C1)(C3)OCCN)(C2)OCCN)OCCN